CC=1NC2=C(C=CC=C2C(C1)=O)C 2,8-dimethylquinolin-4(1H)-one